1-tetradecyl-3-butylimidazole C(CCCCCCCCCCCCC)N1CN(C=C1)CCCC